C(C)N1N=CC(=C1)S(=O)(=O)N1C[C@]2(CC3=C(C[C@@H]2CC1)N(N=C3)C3=CC=C(C=C3)F)C(=O)C3=NC=CC(=C3)C(F)(F)F ((4aR,8aS)-6-((1-ethyl-1H-pyrazol-4-yl)sulfonyl)-1-(4-fluorophenyl)-4,4a,5,6,7,8,8a,9-octahydro-1H-pyrazolo[3,4-g]isoquinolin-4a-yl)(4-(trifluoromethyl)pyridin-2-yl)methanone